IC1=C(C=2N=CC=NC2C(=C1)C1=CC=C(C=C1)OC(F)(F)F)C#N.[K] potassium 6-iodo-8-(4-(trifluoromethoxy)phenyl)quinoxaline-5-carbonitrile